S.[Ti] titanium hydrogen sulfide